3-(azidopropyl)triethoxysilane CCO[Si](CCCN=[N+]=[N-])(OCC)OCC